[Cl-].C1(=CC=CC=C1)[S+](C1=CC=CC=C1)C1=CC=CC=C1 phenyldiphenylsulfonium chloride